ClC=1C(=NC=CC1C=1C(=C(C=CC1)NC(=O)C1=CC=C(C=N1)CN(C(OC(C)(C)C)=O)CCO)C)C1=CC(=C(C=C1)C=O)OC(F)F tert-Butyl ((6-((3-(3-chloro-2-(3-(difluoromethoxy)-4-formylphenyl)pyridin-4-yl)-2-methylphenyl)carbamoyl)pyridin-3-yl)methyl)(2-hydroxyethyl)carbamate